N-methyl-4-[[[8-(3,4-dimethoxyphenyl)-2,7-dimethyl-pyrazolo[1,5-a][1,3,5]triazin-4-yl]amino]methyl]benzenesulfonamide CNS(=O)(=O)C1=CC=C(C=C1)CNC1=NC(=NC=2N1N=C(C2C2=CC(=C(C=C2)OC)OC)C)C